CC1(OB(OC1(C)C)C1=CC=CC2=CC=CC(=C12)COC1OCCCC1)C 4,4,5,5-tetramethyl-2-(8-(((tetrahydro-2H-pyran-2-yl)oxy)methyl)naphthalen-1-yl)-1,3,2-dioxaborolane